FC1=C2C(NC(=NC2=CC(=C1)OCC1CCN(CC1)CCN1CCN(CC1)C=1C=C(C=CC1)NC1C(NC(CC1)=O)=O)CSC1CCOCC1)=O 3-((3-(4-(2-(4-(((5-fluoro-4-oxo-2-(((tetrahydro-2H-pyran-4-yl)thio)methyl)-3,4-dihydroquinazolin-7-yl)oxy)methyl)piperidin-1-yl)ethyl)piperazin-1-yl)phenyl)amino)piperidine-2,6-dione